(1R,3S,5R)-2-(tert-butoxycarbonyl)-5-[(4-iodopyrazol-1-yl)methyl]-2-azabicyclo[3.1.0]hexane-3-carboxylic acid C(C)(C)(C)OC(=O)N1[C@@H]2C[C@@]2(C[C@H]1C(=O)O)CN1N=CC(=C1)I